2-((2-chlorobenzyl)thio)-6-oxo-4-phenyl-1,6-dihydropyrimidine-5-carbonitrile ClC1=C(CSC=2NC(C(=C(N2)C2=CC=CC=C2)C#N)=O)C=CC=C1